C=1N=NN2C(=NC=3C=CC=CC3C21)N Triazolo[1,5-c]Quinazoline-5-amine